OCCOC(\C=C\C(=O)O)=O fumaric acid mono-hydroxyethyl ester